CN(CCOC=1C=C(C=CC1)C=1C(=CC(N(C1)C)=O)C=1C2=C(C(N(C1)C)=O)NC(=C2)C=2C=NN(C2)C(F)(F)F)C 4-(5-(3-(2-(dimethylamino)ethoxy)phenyl)-1-methyl-2-oxo-1,2-dihydropyridin-4-yl)-6-methyl-2-(1-(trifluoromethyl)-1H-pyrazol-4-yl)-1,6-dihydro-7H-pyrrolo[2,3-c]pyridin-7-one